(4-(4-chloroquinolin-6-yl)-3-fluorophenyl)(2,6-diazaspiro[3.3]heptan-2-yl)methanone ClC1=CC=NC2=CC=C(C=C12)C1=C(C=C(C=C1)C(=O)N1CC2(C1)CNC2)F